O1CCN(CC1)C1=CC=2N(C=C1)C(=CN2)C(=O)O 7-morpholinoimidazo[1,2-a]pyridine-3-carboxylic acid